[OH-].OCCOCCOCC[N+](C)(C)C 2-[2-(2-hydroxyethoxy)ethoxy]ethyltrimethylammonium hydroxide